methyl 2-(2-((tert-butoxycarbonyl)amino)ethyl)-5-methoxy-2H-indazole-3-carboxylate C(C)(C)(C)OC(=O)NCCN1N=C2C=CC(=CC2=C1C(=O)OC)OC